C(=O)O.ClC=1C=C(C=CC1C(=O)N1CCN(CC1)C(=O)[C@H]1[C@@H](CNCC1)O)NC(=O)C=1N(C(=CN1)C1=C(C(=C(C=C1)OC)F)F)C N-[3-chloro-4-[4-[(3S,4R)-3-hydroxypiperidine-4-carbonyl]piperazine-1-carbonyl]phenyl]-5-(2,3-difluoro-4-methoxy-phenyl)-1-methyl-imidazole-2-carboxamide formate